CC1=C(OC(O1)=O)COC(=O)N[C@@H](CCC(C)=O)C(=O)[O-] N-{[(5-methyl-2-oxo-1,3-dioxol-4-yl)methoxy]carbonyl}-5-oxo-L-norleucinate